(S)-N-(benzo[b]thiophen-5-ylmethyl)-1-(6-(4-(trifluoromethyl)phenyl)furo[3,2-d]pyrimidin-4-yl)piperidine-3-carboxamide S1C2=C(C=C1)C=C(C=C2)CNC(=O)[C@@H]2CN(CCC2)C=2C1=C(N=CN2)C=C(O1)C1=CC=C(C=C1)C(F)(F)F